C(\C=C\C1=CC(O)=C(OC)C=C1)(=O)[NH-] isoferuloyl-amide